6-bromo-2-methoxynicotinamide BrC1=NC(=C(C(=O)N)C=C1)OC